CC1(C(C=CC1)(C)C)C(CC(=O)[O-])=O 2-(1,2,2-Trimethyl-3-cyclopentenyl)-2-oxoethylcarboxylat